tert-butyl 4-((4-(2-(azepan-1-yl)ethoxy)phenyl)amino)piperidine-1-carboxylate N1(CCCCCC1)CCOC1=CC=C(C=C1)NC1CCN(CC1)C(=O)OC(C)(C)C